C(C1=CC=CC=C1)(=O)OC(C)C(C(CC)OC(C1=CC=CC=C1)=O)CCC 3-n-propyl-2,4-hexanediol dibenzoate